NC=1C=C2C(=CN=C(C2=CN1)NC)C#CC1=NC=CC(=C1)OCCCOCCC(=O)O 3-(3-((2-((6-amino-1-(methylamino)-2,7-naphthyridin-4-yl)ethynyl)pyridin-4-yl)oxy)propoxy)propanoic acid